[4-bromo-7-methyl-5-(4,4,5,5-tetramethyl-1,3,2-dioxaborolan-2-yl)-2,3-dihydro-1H-inden-2-yl]methoxy-tert-butyl-dimethylsilane BrC1=C2CC(CC2=C(C=C1B1OC(C(O1)(C)C)(C)C)C)CO[Si](C)(C)C(C)(C)C